CC1=NC(=CC(=N1)NC1=NC=C(C(=O)NOCC)C(=C1)NC1=C(C(=CC=C1)C=1C=NN(C1)C)OC)C 6-((2,6-Dimethylpyrimidin-4-yl)amino)-N-ethoxy-4-((2-methoxy-3-(1-methyl-1H-pyrazole-4-yl)phenyl)amino)nicotinamide